5-ethynyl-6-fluoro-4-((5aS,6S,9R)-1-fluoro-13,14-dimethyl-5a,6,7,8,9,10-hexahydro-5H-6,9-epiminoazepino[2',1':3,4][1,4]oxazepino[5,6,7-ij][2,7]naphthyridin-2-yl)naphthalen-2-ol C(#C)C1=C2C(=CC(=CC2=CC=C1F)O)C=1N=C2C3=C(N=C(C(=C3C1F)C)C)N1[C@H](CO2)[C@@H]2CC[C@H](C1)N2